FC1=C(C=CC(=C1)F)S(=O)(=O)NC=1C(=NC=C(C1)C=1C=C2C(=C(C=NC2=CC1)F)C=1CCN(CC1)C(\C=C\C(C)=O)=O)OC (E)-2,4-difluoro-N-(5-(3-fluoro-4-(1-(4-oxopent-2-enoyl)-1,2,3,6-tetrahydropyridin-4-yl)quinolin-6-yl)-2-methoxypyridin-3-yl)benzenesulfonamide